2-[1-[6-Methyl-2-(3-methyl-1H-indazol-6-yl)-4-oxo-chromen-8-yl]ethylamino]benzoic acid CC=1C=C2C(C=C(OC2=C(C1)C(C)NC1=C(C(=O)O)C=CC=C1)C1=CC=C2C(=NNC2=C1)C)=O